(R)-ethyl 2-((5-bromo-6-(4-fluorophenyl)thieno[2,3-d]pyrimidin-4-yl)oxy)-3-(5-(2-(tert-butoxy)-2-oxoethoxy)-2-((2-(3,3,3-trifluoropropoxy)pyrimidin-4-yl)methoxy)phenyl)propanoate BrC1=C(SC=2N=CN=C(C21)O[C@@H](C(=O)OCC)CC2=C(C=CC(=C2)OCC(=O)OC(C)(C)C)OCC2=NC(=NC=C2)OCCC(F)(F)F)C2=CC=C(C=C2)F